methyl-4-chloro-6-((4-hydroxycyclohexyl)amino)pyrimidine-5-carboxylate COC(=O)C=1C(=NC=NC1NC1CCC(CC1)O)Cl